ClC=1C=CC(=C(C1)C1=CC(=NC=C1C(=O)NC=1SC(=NN1)COC1=CC=C(C=C1)Cl)C)OC 4-(5-Chloro-2-methoxyphenyl)-N-(5-((4-chlorophenoxy)methyl)-1,3,4-thiadiazol-2-yl)-6-methylnicotinamide